CC1(OB(OC1(C)C)C1=CC2=CC=CC=C2C=C1)C 4,4,5,5-tetramethyl-2-(2-naphthyl)-1,3,2-dioxaborolane